ClCCCCCCC(CCCCCCCCCCCCCCCC)C 1-chloro-7-methyltricosane